FC(C1=C(C=CC(=C1)C(F)(F)F)CCC=1C=C(C(NN1)=O)O)(F)F 6-{2-[2,4-bis(trifluoromethyl)phenyl]ethyl}-4-hydroxy-2,3-dihydro-pyridazin-3-one